potassium nitrophenolate [N+](=O)([O-])C1=C(C=CC=C1)[O-].[K+]